C(#N)C=1C=CC(=NC1)NC(=O)N1CCC2(CC1)CCC(CC2)N(C=2C1=C(N=CN2)NC=C1)C N-(5-Cyanopyridin-2-yl)-9-(methyl(7H-pyrrolo[2,3-d]pyrimidin-4-yl)amino)-3-azaspiro[5.5]undecan-3-carboxamid